OC1CN(C1)C1=CC=C2C3(CC=4C(=NOC4C2=C1)NS(=O)(=O)C1=C(C=C(C=C1OC)S(=O)(=O)C)OC)CC3 N-[8'-(3-hydroxyazetidin-1-yl)-4'H-spiro[cyclopropane-1,5'-naphtho[2,1-d][1,2]oxazol]-3'-yl]-4-methanesulfonyl-2,6-dimethoxybenzenesulfonamide